FC(C(=O)C1=NC=CC=C1)(F)F 2,2,2-Trifluoro-1-(pyridin-2-yl)ethan-1-one